6-bromo-N-[5-(3,3-difluoropropyl)-4-methoxy-pyrimidin-2-yl]thieno[2,3-b]pyridine-3-sulfonamide BrC1=CC=C2C(=N1)SC=C2S(=O)(=O)NC2=NC=C(C(=N2)OC)CCC(F)F